C1(=CC=CC=C1)[I+]C1=CC=CC=C1.C(#N)C(=C1CC(C2=CC=CC=C12)=C(C#N)C#N)C#N 1,3-bis(dicyanomethylene)indene-diphenyliodonium salt